NC1=C(NCCCN(C(OC(C)(C)C)=O)C)C(=CC(=C1)OC)Br tert-butyl N-[3-(2-amino-6-bromo-4-methoxy-anilino)propyl]-N-methyl-carbamate